piperazine acrylate C(C=C)(=O)O.N1CCNCC1